5-cyclopropyl-3-(2,6-dichlorophenyl)-4-(((1-(5-(4,4,5,5-tetramethyl-1,3,2-dioxaborolan-2-yl)pyridin-2-yl)piperidin-4-yl)oxy)methyl)isoxazole C1(CC1)C1=C(C(=NO1)C1=C(C=CC=C1Cl)Cl)COC1CCN(CC1)C1=NC=C(C=C1)B1OC(C(O1)(C)C)(C)C